N[C@H]1CN(CCC1)C(=O)C1=CC=2N(C=C1)C(=C(N2)C=2N(C1=CC=CC=C1C2)CCOC)C (R)-(3-aminopiperidin-1-yl)(2-(1-(2-methoxyethyl)-1H-indol-2-yl)-3-methylimidazo[1,2-a]pyridin-7-yl)methanone